ClC=1C(=NC(=NC1)NC=1C(=NN(C1)C1CN(CC1)C)C)NCCCN1C(OCCCC1)=O 3-(3-((5-chloro-2-((3-methyl-1-(1-methylpyrrolidin-3-yl)-1H-pyrazol-4-yl)amino)pyrimidin-4-yl)amino)propyl)-1,3-oxazepan-2-one